NC(C(O)CO)CO 2-amino(hydroxymethyl)-1,3-propanediol